2,6-bis(2,3,4-trihydroxybenzyl)-p-cresol OC1=C(CC2=CC(=CC(=C2O)CC2=C(C(=C(C=C2)O)O)O)C)C=CC(=C1O)O